2-(2,6-dioxo-3-piperidyl)-4-methyl-5-[1-[3-(4-piperidyloxy)cyclobutyl]-4-piperidyl]isoindoline-1,3-dione O=C1NC(CCC1N1C(C2=CC=C(C(=C2C1=O)C)C1CCN(CC1)C1CC(C1)OC1CCNCC1)=O)=O